C(C)(=O)OC[C@H]1O[C@H]([C@@H](C1)OC(C)=O)N1C2=NC(=NC=C2N(C1=O)CC1=CC=C(C=C1)C=O)N ((2S,4R,5R)-4-acetoxy-5-(2-amino-7-(4-formylbenzyl)-8-oxo-7,8-dihydro-9H-purin-9-yl)tetrahydrofuran-2-yl)methyl acetate